1-(5-bromopyridine-3-carbonyl)-4-[phenyl(pyridin-3-yl)methyl]piperazine BrC=1C=C(C=NC1)C(=O)N1CCN(CC1)C(C=1C=NC=CC1)C1=CC=CC=C1